5-amino-8-[2-chloro-6-(hydroxymethyl)-4-pyridyl]-7-phenyl-2-[[(2R)-tetrahydrofuran-2-yl]methyl]-[1,2,4]triazolo[4,3-c]pyrimidin-3-one NC1=NC(=C(C=2N1C(N(N2)C[C@@H]2OCCC2)=O)C2=CC(=NC(=C2)CO)Cl)C2=CC=CC=C2